7-((4-(2-fluoro-6-((methyl-d3)carbamoyl)pyridin-3-yl)piperazin-1-yl)methyl)-3,6-difluoropyrazolo[1,5-a]quinoxalin-4(5H)-one FC1=NC(=CC=C1N1CCN(CC1)CC=1C(=C2NC(C=3N(C2=CC1)N=CC3F)=O)F)C(NC([2H])([2H])[2H])=O